C(C)(C)(C)[Si](C)(C)OCC1=CC(=C(C=C1)C=1N(C=C(N1)C(F)(F)F)C1CC1)F tert-butyl-[[4-[1-cyclopropyl-4-(trifluoromethyl)imidazol-2-yl]-3-fluoro-phenyl]methoxy]-dimethyl-silane